(S)-2-((4-(3-((4-chloro-2-fluorobenzyl)oxy)-4-fluorophenyl)-3,6-dihydropyridin-1(2H)-yl)methyl)-3-(oxetan-2-ylmethyl)-3H-imidazo[4,5-c]pyridine-6-carbonitrile ClC1=CC(=C(COC=2C=C(C=CC2F)C=2CCN(CC2)CC2=NC3=C(C=NC(=C3)C#N)N2C[C@H]2OCC2)C=C1)F